O[C@]12[C@@H]3CC[C@@H]4C[C@H](CC[C@@]4([C@H]3CC[C@@]2([C@H](CC1)C=1C=CC(OC1)=O)C)C)NC(=O)[C@H]1CNCC1 (R)-N-((3S,5R,8R,9S,10S,13R,14S,17R)-14-hydroxy-10,13-dimethyl-17-(2-oxo-2H-pyran-5-yl)hexadecahydro-1H-cyclopenta[a]phenanthren-3-yl)pyrrolidine-3-carboxamide